methyl 5-(1-(2-hydroxyethyl)-3,5-dimethyl-1H-pyrazol-4-yl)-1H-pyrrole-2-carboxylate OCCN1N=C(C(=C1C)C1=CC=C(N1)C(=O)OC)C